5-[[2-[(2S,5R)-2-[2-[2-(dimethylamino)ethyl]-1,3-benzothiazol-5-yl]-5-methyl-1-piperidyl]-2-oxo-acetyl]amino]-2-methoxy-pyridine-3-carboxamide CN(CCC=1SC2=C(N1)C=C(C=C2)[C@H]2N(C[C@@H](CC2)C)C(C(=O)NC=2C=C(C(=NC2)OC)C(=O)N)=O)C